ClC=1C(=C(C=O)C=CC1O)O 3-chloro-2,4-dihydroxybenzaldehyde